N-(5-(azepan-4-yl)-4',4'-dimethyl-2',3',4',5'-tetrahydro-[1,1'-biphenyl]-2-yl)-5-methylisoxazole-3-carboxamide N1CCC(CCC1)C=1C=CC(=C(C1)C=1CCC(CC1)(C)C)NC(=O)C1=NOC(=C1)C